C(#N)C1=CC(=C2C(=N1)CN(C2)C(=O)OC(C)(C)C)C tert-butyl 2-cyano-4-methyl-5,7-dihydro-6H-pyrrolo[3,4-b]pyridine-6-carboxylate